(cyclopropylmethyl)(pyridin-2-yl)((4-(5-(trifluoromethyl)-1,2,4-oxadiazol-3-yl)phenyl)imino)-λ6-sulfanone C1(CC1)CS(=O)(=NC1=CC=C(C=C1)C1=NOC(=N1)C(F)(F)F)C1=NC=CC=C1